(S)-8-(2,4-dichlorophenyl)-9-(4-((1-(3-fluoropropyl)pyrrolidin-3-yl)oxy)phenyl)-N-hydroxy-6,7-dihydro-5H-benzo[7]annulene-3-carboxamide ClC1=C(C=CC(=C1)Cl)C=1CCCC2=C(C1C1=CC=C(C=C1)O[C@@H]1CN(CC1)CCCF)C=CC(=C2)C(=O)NO